6-chloro-4-(((S)-1-(2-fluorophenyl)ethyl)amino)-1H-pyridine ClC1=CC(=CCN1)N[C@@H](C)C1=C(C=CC=C1)F